P(OC1=CC=C(C=C1)CCCCCCCCC)(OC1=CC=C(C=C1)CCCCCCCCC)OC1=CC=C(C=C1)CCCCCCCCC tri(4-nonylphenyl) phosphite